2-ethoxyethyl-1,1-dioxothiomorpholinium cis-tert-butyl-3-amino-4-fluoro-piperidine-1-carboxylate C(C)(C)(C)OC(=O)N1C[C@H]([C@H](CC1)F)N.C(C)OCC[NH+]1CCS(CC1)(=O)=O